CC(COC1=NN=C(S1)N)=C 5-((2-methylallyl)oxy)-1,3,4-thiadiazol-2-amine